6-bromo-4,7-difluoro-1-methyl-1,3-dihydro-2H-benzo[d]imidazol-2-one BrC=1C=C(C2=C(N(C(N2)=O)C)C1F)F